COC(=O)[C@@H]1CN(CC[C@H]1N)C1CCCC1 |r| racemic-(3R,4R)-4-amino-1-cyclopentyl-piperidine-3-carboxylic acid methyl ester